2-bromo-N-(4-pyridyl)-N-phenylaniline BrC1=C(N(C2=CC=CC=C2)C2=CC=NC=C2)C=CC=C1